6-chloro-4-((8-fluoro-2,4,5-trimethyl-4,5-dihydro-2H-[1,2,3]triazolo[4,5-c]quinolin-6-yl)amino)-N-(methyl-d3)pyridazine-3-carboxamide ClC1=CC(=C(N=N1)C(=O)NC([2H])([2H])[2H])NC1=CC(=CC=2C=3C(C(N(C12)C)C)=NN(N3)C)F